N=1C=CN2N=C(C=CC21)C=2C=CN1N=C(N=CC12)NC(C)C 5-(imidazo[1,2-b]pyridazin-6-yl)-N-isopropylpyrrolo[2,1-f][1,2,4]triazin-2-amine